tert-butyl 4-(3-(2,4-dioxotetrahydropyrimidin-1(2H)-yl)imidazo[1,2-a]pyridin-6-yl)piperazine-1-carboxylate O=C1N(CCC(N1)=O)C1=CN=C2N1C=C(C=C2)N2CCN(CC2)C(=O)OC(C)(C)C